[N-](C#N)C#N.CN1CN(C=C1)C 1,3-dimethyl-imidazole dicyanamide salt